ClC=1C(=CC(=C(C1)S(=O)(=O)N(C)C)C)[N+](=O)[O-] 5-chloro-N,N,2-trimethyl-4-nitro-benzenesulfonamide